(R)-2-((1-(3-cyano-2-(4-(2-cyanophenyl)piperazin-1-yl)-7-methyl-4-oxo-4H-pyrido[1,2-a]pyrimidin-9-yl)ethyl)amino)benzoic acid C(#N)C1=C(N=C2N(C1=O)C=C(C=C2[C@@H](C)NC2=C(C(=O)O)C=CC=C2)C)N2CCN(CC2)C2=C(C=CC=C2)C#N